N2-[(1R,3S)-3-([1,2,4]triazolo[4,3-a]pyridin-3-yl)cyclohexyl]-5-(trifluoromethyl)pyrimidine-2,4-diamine N=1N=C(N2C1C=CC=C2)[C@@H]2C[C@@H](CCC2)NC2=NC=C(C(=N2)N)C(F)(F)F